9,9'-(3',5'-di(9H-carbazol-9-yl)-[2,4'-bipyridine]-2',6'-diyl)bis(3,6-diphenyl-9H-carbazole) C1=CC=CC=2C3=CC=CC=C3N(C12)C=1C(=NC(=C(C1C1=NC=CC=C1)N1C2=CC=CC=C2C=2C=CC=CC12)N1C2=CC=C(C=C2C=2C=C(C=CC12)C1=CC=CC=C1)C1=CC=CC=C1)N1C2=CC=C(C=C2C=2C=C(C=CC12)C1=CC=CC=C1)C1=CC=CC=C1